C(C(O)C)(=O)[O-].[Pb+2].C(C(O)C)(=O)[O-] lead (II) lactate